3-(3-isopropyl-5-(1-((1-methyl-1H-1,2,4-triazol-3-yl)methyl)piperidin-4-yl)-1H-indol-2-yl)-1-methyl-1H-pyrrolo[2,3-b]pyridine C(C)(C)C1=C(NC2=CC=C(C=C12)C1CCN(CC1)CC1=NN(C=N1)C)C1=CN(C2=NC=CC=C21)C